7-methyl-2-azaspiro[4.4]nonane CC1CC2(CCNC2)CC1